hydroxyfuranacetonitrile OC1=C(OC=C1)CC#N